(3S)-3-amino-5-methyl-2H,3H,4H,5H-pyrido-[3,2-b][1,4]oxazepine-4-one hydrochloride Cl.N[C@@H]1C(N(C2=C(OC1)C=CC=N2)C)=O